[Cl-].[Cl-].C1=CCCC=CCC1.C1=CCCC=CCC1.[Ir+2] iridium bis(1,5-cyclooctadiene) dichloride